tert-butyl {(1S,4r)-4-[(1S)-1-(dibenzylamino)ethyl]cyclohexyl}carbamate C(C1=CC=CC=C1)N([C@@H](C)C1CCC(CC1)NC(OC(C)(C)C)=O)CC1=CC=CC=C1